C(#N)C1(C(C1)C)NS(=O)(=O)C=1C=C(C=2N(C1)C(=NC2)C=2SC(=NN2)C(F)F)N2C[C@@H](N[C@H](C2)C)C N-(1-cyano-2-methylcyclopropyl)-3-(5-(difluoromethyl)-1,3,4-thiadiazol-2-yl)-8-((3S,5S)-3,5-dimethylpiperazin-1-yl)imidazo[1,5-a]pyridine-6-sulfonamide